(Z)-2-bromo-3-methoxyacrylonitrile Br\C(\C#N)=C/OC